C[C@H]1[C@H]([C@H]([C@@H](C(O1)O)O[C@@H]2[C@@H]([C@H]([C@@H]([C@H](O2)CO)O)O)O)O)O The molecule is a glycosylfucose consisting of an alpha-D-glucopyranose residue and an L-fucopyranose residue joined in sequence by a (1->2) glycosidic bond. It derives from a L-fucopyranose and an alpha-D-glucose.